C(C1=CC=CC=C1)C1CCN(CC1)CCCl 4-benzyl-1-(2-chloroethyl)piperidine